BrC=1C=C2C(N(C(=NC2=C(C1)CC)C=1C=C2C(=CN1)SC=C2)COCC[Si](C)(C)C)=O 6-bromo-8-ethyl-2-thieno[2,3-c]pyridin-5-yl-3-(2-trimethylsilyl-ethoxymethyl)-3H-quinazolin-4-one